3-(trifluoromethyl)penta-2,4-dienoic acid FC(C(=CC(=O)O)C=C)(F)F